6-acetyl-2-[[5-[4-[[4-(chloromethyl)phenyl]methyl]piperazin-1-yl]-2-pyridyl]amino]-8-cyclopentyl-5-methyl-pyrido[2,3-d]pyrimidin-7-one C(C)(=O)C1=C(C2=C(N=C(N=C2)NC2=NC=C(C=C2)N2CCN(CC2)CC2=CC=C(C=C2)CCl)N(C1=O)C1CCCC1)C